[N+](=O)([O-])C1=C(C(=O)[O-])C=CC=C1.[Ni+2].[N+](=O)([O-])C1=C(C(=O)[O-])C=CC=C1 nickel nitrobenzoate